N-ethyl-carbamic acid ethyl ester C(C)OC(NCC)=O